1-decyn-5-ol C#CCCC(CCCCC)O